FC(C(=O)NCC12CN(CC(CC1)N2C(=O)OC(C)(C)C)C(C2=CC=CC=C2)(C2=CC=CC=C2)C2=CC=CC=C2)(F)F tert-butyl 1-[[(2,2,2-trifluoroacetyl)amino]methyl]-3-trityl-3,8-diazabicyclo[3.2.1]octane-8-carboxylate